9-(2-((3-(1H-imidazol-1-yl)propyl)amino)pyrimidin-5-yl)-6,7-dimethoxynaphtho[2,3-c]furan-1(3H)-one N1(C=NC=C1)CCCNC1=NC=C(C=N1)C1=C2C=C(C(=CC2=CC2=C1C(OC2)=O)OC)OC